[Br-].[Br-].CC1=C(C(=C(C1(C)[Zr+2]C1C(=CC2=C(C=CC=C12)C1=CC=CC=C1)C)C)C)C (pentamethylcyclopentadienyl)(2-methyl-4-phenylindenyl)zirconium dibromide